3-vinyl-4'-ethylbiphenyl C(=C)C=1C=C(C=CC1)C1=CC=C(C=C1)CC